2-(Furan-2-yl)-N5-(4-(3-morpholinopropoxy)phenethyl)-[1,2,4]triazolo[1,5-a][1,3,5]triazine-5,7-diamine O1C(=CC=C1)C1=NN2C(N=C(N=C2N)NCCC2=CC=C(C=C2)OCCCN2CCOCC2)=N1